CN1[C@H](CN(CC1)C(=O)OC(C)(C)C)C(=O)OC (R)-1-tert-butyl 3-methyl 4-methylpiperazine-1,3-dicarboxylate